O=C1NC(CCC1C1=NN(C2=CC(=CC=C12)N1CC(NCC1)C)C)=O 4-[3-(2,6-dioxo-3-piperidyl)-1-methyl-indazol-6-yl]-2-methyl-piperazin